9,10-dihydroxyoctadecanoic Acid OC(CCCCCCCC(=O)O)C(CCCCCCCC)O